COC1=NS(N=C1OC)=O 3,4-dimethoxy-1,2,5-thiadiazole 1-oxide